FC1=C(C=CC(=C1)OC1=CC(=NC=C1)N1C[C@H](CCC1)C)NC1=NC=NC2=CC(=C(C=C12)NC1CCN(CC1)C(C=C)=O)OC (S)-1-(4-((4-((2-fluoro-4-((2-(3-methylpiperidin-1-yl)pyridin-4-yl)oxy)phenyl)amino)-7-methoxyquinazolin-6-yl)amino)piperidin-1-yl)prop-2-en-1-one